ClC=1C(=C(C=CC1)C[C@@H]1N(CC([C@@H]1NS(N(C)C)(=O)=O)(F)F)C(=O)C1(CCC1)O)F N'-[(2S,3R)-2-[(3-chloro-2-fluorophenyl)methyl]-4,4-difluoro-1-(1-hydroxycyclobutane-1-carbonyl)pyrrolidin-3-yl]-N,N-dimethylsulfuric diamide